ethyl (Z)-3-amino-3-phenylacrylate N\C(=C/C(=O)OCC)\C1=CC=CC=C1